FC=1C(=C(C=CC1F)[C@@H]1[C@H](O[C@@]([C@@H]1C)(C(F)(F)F)C)C(=O)NC1=CN=CC(=N1)C(=O)N)OC 6-[[(2S,3R,4R,5S)-3-(3,4-Difluoro-2-methoxy-phenyl)-4,5-dimethyl-5-(trifluoromethyl)tetrahydrofuran-2-carbonyl]amino]pyrazin-2-carboxamid